methyl-3-[4-(trifluoromethyl)-2-pyridinyl]imidazolidin-2-one tert-butyl-2-{[4-(trifluoromethyl)pyridin-2-yl]methyl}-2,7-diazaspiro[3.5]nonane-7-carboxylate C(C)(C)(C)OC(=O)N1CCC2(CN(C2)CC2=NC=CC(=C2)C(F)(F)F)CC1.CN1C(N(CC1)C1=NC=CC(=C1)C(F)(F)F)=O